CN(C)CC1=C(C=C(C=C1OC)C=1C=2C=C(N=CC2C(N(C1)C)=O)NCCOCCOCCNC(OC(C)(C)C)=O)OC tert-butyl N-[2-(2-[2-[(5-[4-[(dimethylamino)methyl]-3,5-dimethoxyphenyl]-7-methyl-8-oxo-2,7-naphthyridin-3-yl)amino]ethoxy]ethoxy)ethyl]carbamate